4-(methylamino)-7-(trifluoromethyl)-1-((2-(trifluoromethyl)-1H-imidazol-4-yl)methyl)quinazolin-2(1H)-one CNC1=NC(N(C2=CC(=CC=C12)C(F)(F)F)CC=1N=C(NC1)C(F)(F)F)=O